3-cyclopentyl-3-(4-(4,4,5,5-tetramethyl-1,3,2-dioxaborolan-2-yl)-1H-pyrazol-1-yl)propanenitrile C1(CCCC1)C(CC#N)N1N=CC(=C1)B1OC(C(O1)(C)C)(C)C